Cl.Cl.N[C@@H]1C(N(C2=C(OC1)C=CC=N2)C)=O (S)-3-amino-5-methyl-2,3-dihydropyrido[3,2-b][1,4]oxazepin-4(5H)-one dihydrochloride